4-(t-Butoxycarbonyl)cyclohexane-1-carboxylic acid C(C)(C)(C)OC(=O)C1CCC(CC1)C(=O)O